F[C@@H]1[C@H](CN(CC1)C(=O)OC(C)(C)C)NC1=NC=CC(=N1)C1=CN=C2N1C=C(C(=C2)OC)C(C(F)(F)F)(C)O tert-butyl (3S,4S)-4-fluoro-3-[[4-[7-methoxy-6-(2,2,2-trifluoro-1-hydroxy-1-methyl-ethyl)imidazo[1,2-a]pyridin-3-yl]pyrimidin-2-yl]amino]piperidine-1-carboxylate